C1(CC1)C=1C=CC(=C(C1)NC(=O)N1C[C@@](CC1)(C1=NC=NS1)C1=CC(=C(C=C1)C)F)CC(=O)N1CC(C1)O (S)-N-(5-cyclopropyl-2-(2-(3-hydroxyazetidin-1-yl)-2-oxoethyl)phenyl)-3-(3-fluoro-4-methylphenyl)-3-(1,2,4-thiadiazol-5-yl)pyrrolidine-1-carboxamide